Rac-4-(sec-butyl)-2-(2-chloro-6-fluorophenyl)-6-(4-ethyl-3-(hydroxymethyl)-5-oxo-4,5-dihydro-1H-1,2,4-triazol-1-yl)-7-fluoroisoquinolin-1(2H)-one [C@@H](C)(CC)C1=CN(C(C2=CC(=C(C=C12)N1N=C(N(C1=O)CC)CO)F)=O)C1=C(C=CC=C1F)Cl |r|